3,6-diisobutylcarbazole C(C(C)C)C=1C=CC=2NC3=CC=C(C=C3C2C1)CC(C)C